Sodium β-naphthalenesulfonic acid C1=C(C=CC2=CC=CC=C12)S(=O)(=O)O.[Na]